(5-(trifluoromethyl)furan-2-yl)methanol FC(C1=CC=C(O1)CO)(F)F